(2-((2,6-dichloro-3,5-dimethoxyphenyl)amino)pyridin-3-yl)-N-(3-methoxyphenyl)-1,3,5-triazin-2-amine ClC1=C(C(=C(C=C1OC)OC)Cl)NC1=NC=CC=C1C1=NC(=NC=N1)NC1=CC(=CC=C1)OC